C1(=CC=C(C=C1)N(C(CC)=O)C1CCN(CC1)CCNC(CCC1=CC=C(C=C1)C)=O)C N-(p-tolyl)-N-(1-(2-(N-(p-tolyl)propionylamino)ethyl)piperidin-4-yl)propionamide